[C@H]12NC[C@H]([C@@H]1N1C(=CC=3C(=NC=4C(=C(C(=CC4C31)CCC#N)C3=CC(=CC1=CC=CC=C31)O)F)OCC)CCC(=O)N(C)C)C2 3-(1-((1R,4R,5S)-2-azabicyclo[2.1.1]hexan-5-yl)-8-(2-cyanoethyl)-4-ethoxy-6-fluoro-7-(3-hydroxynaphthalen-1-yl)-1H-pyrrolo[3,2-c]quinolin-2-yl)-N,N-dimethylpropanamide